4-(3,6-diazabicyclo[3.1.1]heptan-3-yl)-6-(1-methyl-1H-pyrazol-4-yl)pyrazolo[1,5-a]pyridine-3-carbonitrile trifluoroacetic acid salt FC(C(=O)O)(F)F.C12CN(CC(N1)C2)C=2C=1N(C=C(C2)C=2C=NN(C2)C)N=CC1C#N